CC1=NC(=CC(=C1)C=1NC2=CC=C(C=C2C1C(C)C)C1CCN(CC1)CC(=O)N(C)CC(C)C)C 2-(4-(2-(2,6-dimethylpyridin-4-yl)-3-isopropyl-1H-indol-5-yl)piperidin-1-yl)-N-isobutyl-N-methylacetamide